benzyl 7'-(2,4-dimethoxybenzyl)-3'-(2-hydroxyphenyl)-6',7'-dihydrospiro[piperidine-4,5'-pyrrolo[2,3-c]pyridazine]-1-carboxylate COC1=C(CN2CC3(C4=C2N=NC(=C4)C4=C(C=CC=C4)O)CCN(CC3)C(=O)OCC3=CC=CC=C3)C=CC(=C1)OC